6-chloro-2-ethylimidazo[1,2-a]pyridine-3-carboxylic acid ClC=1C=CC=2N(C1)C(=C(N2)CC)C(=O)O